(E)-6,7-difluoro-N-(2-(2-methyl-1,3-dioxolan-2-yl)ethyl)-2,3,4,9-tetrahydro-1H-carbazole-1-imine FC=1C=C2C=3CCC/C(/C3NC2=CC1F)=N\CCC1(OCCO1)C